FC(CN1N=C(C=C1C1[C@H]2CC(C[C@@H]12)=O)C(F)(F)F)F (1R,5S,6r)-6-(1-(2,2-Difluoroethyl)-3-(trifluoromethyl)-1H-pyrazol-5-yl)bicyclo[3.1.0]hexan-3-one